methyl 1-cyclobutylindazole-5-carboxylate C1(CCC1)N1N=CC2=CC(=CC=C12)C(=O)OC